OC1=C(C=CC=C1)C=1C=C2C(=NN1)NC[C@@H]1N2C[C@@H](N(C1)C(=O)N1CCNCC1)C ((6aS,9S)-2-(2-hydroxyphenyl)-9-methyl-5,6,6a,7,9,10-hexahydro-8H-pyrazino[1',2':4,5]pyrazino[2,3-c]pyridazin-8-yl)(piperazin-1-yl)methanone